3-amino-propanal NCCC=O